ClC(C(C1=CC=C(C=C1)Cl)C1=CC=C(C=C1)Cl)(Cl)Cl 1,1,1-trichloro-2,2-bis-(p-chlorophenyl)ethane